2-(4-(4-methyl-4H-1,2,4-triazol-3-yl)piperidin-1-yl)-3-(6-methylpyridazin-4-yl)benzonitrile CN1C(=NN=C1)C1CCN(CC1)C1=C(C#N)C=CC=C1C1=CN=NC(=C1)C